The molecule is a 1,2-diacyl-sn-glycerol 3-phosphate(2-) obtained by deprotonation of the phosphate OH groups of 1-oleoyl-2-pentadecanoyl-sn-glycero-3-phosphate. It is a 1,2-diacyl-sn-glycerol 3-phosphate(2-) and a 1-oleoyl-2-acyl-sn-glycero-3-phosphate(2-). It is a conjugate base of a 1-oleoyl-2-pentadecanoyl-sn-glycero-3-phosphate. CCCCCCCCCCCCCCC(=O)O[C@H](COC(=O)CCCCCCC/C=C\\CCCCCCCC)COP(=O)([O-])[O-]